2-chloro-4-((4-methoxybenzyl)oxy)-1,6-naphthyridine ClC1=NC2=CC=NC=C2C(=C1)OCC1=CC=C(C=C1)OC